(1S,4S)-5-(5-amino-4-carbamoylpyridin-2-yl)-2,5-diazabicyclo[2.2.1]heptane-2-carboxylic acid tert-butyl Ester C(C)(C)(C)OC(=O)N1[C@@H]2CN([C@H](C1)C2)C2=NC=C(C(=C2)C(N)=O)N